(S)-(4-(6-bromo-1H-benzo[d]imidazol-2-yl)-6,7-dihydro-1H-imidazo[4,5-c]pyridin-5(4H)-yl)(5-chloropyrazolo[1,5-a]pyridin-3-yl)methanone BrC=1C=CC2=C(NC(=N2)[C@H]2N(CCC3=C2N=CN3)C(=O)C=3C=NN2C3C=C(C=C2)Cl)C1